C(C1=CC=CC=C1)C1=C(C=CC(=C1)Cl)O 2-benzyl-4-chloro-phenol